FC=1C=NC=CN1 3-Fluoropyrazine